FC1(CC(C1)N1N=NC2=C1C=C(C=C2)C=2C(=CN1N=C(N=C(C12)OC)N[C@H]1C(CN(C1)C(C)=O)(F)F)F)F (R)-1-(4-((5-(1-(3,3-difluorocyclobutyl)-1H-benzo[d][1,2,3]triazol-6-yl)-6-fluoro-4-methoxypyrrolo[2,1-f][1,2,4]triazin-2-yl)amino)-3,3-difluoropyrrolidin-1-yl)ethan-1-one